C1(=CC=CC=C1)OCC1C2C3C4C=CC(C3C(C1)C2)C4 8-phenyloxymethyl-tetracyclo[4.4.0.12,5.17,10]-3-dodecene